3,5-dibromo-4-(1-methoxyethyl)-2-methylpyridine BrC=1C(=NC=C(C1C(C)OC)Br)C